5-(4-((3-cyclobutyl-8-fluoro-2,4-dioxo-1,2,3,4-tetrahydroquinazolin-7-yl)methyl)piperazin-1-yl)-N-methylpicolinamide C1(CCC1)N1C(NC2=C(C(=CC=C2C1=O)CN1CCN(CC1)C=1C=CC(=NC1)C(=O)NC)F)=O